2-CHLORO-4-METHYLPYRIDINE-5-BORONIC ACID ClC1=NC=C(C(=C1)C)B(O)O